vanadium oxide trispropoxide [O-]CCC.[O-]CCC.[O-]CCC.[O-2].[V+5]